ethyl 4-methylvalerate (ethyl 4-methylpentanoate) C(C)C(C(=O)O)CC(C)C.CC(CCC(=O)OCC)C